FC=1C=C2N(CCN(C2=CC1)C(=O)N1C[C@H](CC1)NCC(C)C)C1=CC=C(C=C1)F (S)-(6-fluoro-4-(4-fluorophenyl)-3,4-dihydroquinoxalin-1(2H)-yl)(3-(isobutylamino)pyrrolidin-1-yl)methanone